C(C)(=O)[Zr](C(C)=O)(C(C)=O)C(C)=O tetraacetylzirconium (IV)